C(C)[C@]1(C(OCC=2C(N3CC=4C(=NC=5C=C(C(=C6C5C4CCC6)NC(CNC(C=CC6=CC=CC=C6)=O)=O)F)C3=CC21)=O)=O)O N-(2-(((S)-9-Ethyl-5-fluoro-9-hydroxy-10,13-dioxo-2,3,9,10,13,15-hexahydro-1H,12H-benzo[de]pyrano[3',4':6,7]indolizino[1,2-b]quinolin-4-yl)amino)-2-oxoethyl)-3-phenylacrylamide